NC=1SC=C(N1)C=1N=NN(C1)[C@@H]1[C@H]([C@@H](SC=2C(=NC=C(C2)Cl)C=2C=NC=CC2)O[C@@H]([C@@H]1O)CO)OC 5-chloro-2-(pyridin-3-yl)-pyridin-3-yl 3-[4-(2-aminothiazol-4-yl)-1H-1,2,3-triazol-1-yl]-3-deoxy-2-O-methyl-1-thio-alpha-D-galactopyranoside